C1=CC(=C(C=C1CCC(=O)C2=C(C=C(C=C2O)O)O)O)O 3,4,2',4',6'-pentahydroxydihydrochalcone